C1(CCC1)C=1C(=NN(C1NC(C[C@@H]1C(C(C1)(F)F)(F)F)=O)C)CC1=CC(=CC=C1)F (S)-N-(4-cyclobutyl-3-(3-fluorobenzyl)-1-methyl-1H-pyrazol-5-yl)-2-(2,2,3,3-tetrafluorocyclobutyl)acetamide